4-(2,3-dihydrobenzo[b][1,4]dioxin-6-yl)-5-(ethylthio)-2,4-dihydro-3H-1,2,4-triazol-3-one O1C2=C(OCC1)C=C(C=C2)N2C(NN=C2SCC)=O